C(C)(C)(C)N(C=1C=CC(=NC1)NC1=C2C(=NC(=C1)C1=C(C=CC=C1F)F)CNC2=O)C 4-((5-(tert-butyl(methyl)amino)pyridin-2-yl)amino)-2-(2,6-difluorophenyl)-6,7-dihydro-5H-pyrrolo[3,4-b]pyridin-5-one